C(CCC)C1=NC=2C(=C3C(=NC2N)C=CS3)N1CC1CCNCC1 2-Butyl-1-(piperidin-4-ylmethyl)-1H-imidazo[4,5-d]thieno[3,2-b]pyridine-4-amine